ClC=1N=NC(=C2C1N=CC(=C2)CC)N[C@H]2CN(CCC2)C (R)-8-chloro-3-ethyl-N-(1-methylpiperidin-3-yl)pyrido[2,3-d]Pyridazin-5-amine